thiolEthanol S1C(=CC=C1)CCO